CC(C(=O)N[C@]([C@H](C(=C(C(=O)O)O)O)O)(O)[C@@H](O)[C@H](O)[C@H](O)CO)=CC 5-(2-methylbut-2-enamido)-D-glycero-D-galacto-non-2-enonic acid